N-(2-chloro-4-(trifluoromethyl)phenyl)-2-(7-ethyl-6-(4-(5-hydroxy-6-methylpyrimidine-4-carbonyl)piperazin-1-yl)-2-methyl-5-oxopyrido[2,3-b]thieno[3,2-e]pyrazin-8(5H)-yl)acetamide ClC1=C(C=CC(=C1)C(F)(F)F)NC(CN1C(=C(C(C=2C1=NC1=C(N2)C=C(S1)C)=O)N1CCN(CC1)C(=O)C1=NC=NC(=C1O)C)CC)=O